C(C)(C)(C)C1=C(C(=CC(=C1)CCC(=O)OCCCCCCCCCCCCCCCCCC)C(C)(C)C)O 2,6-di-t-butyl-4-(octadecyloxycarbonylethyl)phenol